C(CCCCCCCCCCC\C=C\CCCCCCCC)(=O)O trans-13-docosenoic acid